2-chloro-N,N-diethylethanamine ClCCN(CC)CC